C(C1=CC=CC=C1)OC(=O)N1CCN(CC1)CCCC(=O)N(CC1=CC=C(C=C1)OC)CC1=CC=C(C=C1)OC 4-(4-(bis(4-methoxybenzyl)amino)-4-oxobutyl)piperazine-1-carboxylic acid benzyl ester